C(C1=CC=CC=C1)(=O)OC1=C(C=C(C=C1)F)C(\C=C\C1=CC(=C(C=C1)OC)OC)=O (E)-2-(3-(3,4-dimethoxyphenyl)acryloyl)-4-fluorophenyl benzoate